CC1=C(C=CC=C1C)C1=C(C=C2C(=N1)C(=NN2COCC[Si](C)(C)C)I)OC (2,3-dimethylphenyl)-3-iodo-6-methoxy-1-((2-(trimethylsilyl)ethoxy)methyl)-1H-pyrazolo[4,3-b]pyridine